S1C(=CC=C1)CO (thiophen-2-yl)-(R/S)-methanol